NC=1N=C2N(C=C(N=C2C)CNS(=O)(=O)C)C1 N-[(2-amino-8-methyl-imidazo[1,2-a]pyrazin-6-yl)methyl]methanesulfonamide